OC(C)(C(=O)C(C)OCCO)C 2-hydroxy-4-(2-hydroxyethoxy)-2-methylpropionone